1-(1,3-dimethyl-2-oxo-benzimidazol-5-yl)-N-methyl-2-[2-(3-methylimidazol-4-yl)-4-quinolinyl]benzimidazole-5-carboxamide CN1C(N(C2=C1C=CC(=C2)N2C(=NC1=C2C=CC(=C1)C(=O)NC)C1=CC(=NC2=CC=CC=C12)C=1N(C=NC1)C)C)=O